C(C)(C)(C)OC(=O)NCC=1SC(=C(N1)C(=O)OCC)[C@@H](C)CC ethyl (S)-2-(((tert-butoxycarbonyl)amino)methyl)-5-(sec-butyl)thiazole-4-carboxylate